4'-chlorobiphenyl-4-ol ClC1=CC=C(C=C1)C1=CC=C(C=C1)O